CO[Si](CCCN(C)CCC[Si](OC)(OC)OC)(OC)OC bis[3-(trimethoxysilyl)propyl]methylamine